Cl.C(C)(C)C1=CN=C2N1N=C(C=C2N[C@@H](C)C2=CC=CC=C2)SC2CNCCC2 3-isopropyl-N-((S)-1-phenylethyl)-6-(piperidin-3-ylthio)imidazo[1,2-b]pyridazin-8-amine hydrochloride salt